The molecule is a nucleoside that is one of the homologues in the mixture that is tunicamycin, characterised by a tetradec-2-enoyl fatty acyl substituent on the amino group of the tunicamine moiety. It has a role as an antimicrobial agent. CCCCCCCCCCC/C=C/C(=O)N[C@@H]1[C@H]([C@H]([C@H](O[C@H]1O[C@@H]2[C@@H]([C@H]([C@@H]([C@H](O2)CO)O)O)NC(=O)C)C[C@H]([C@@H]3[C@H]([C@H]([C@@H](O3)N4C=CC(=O)NC4=O)O)O)O)O)O